FC1(CCN(CC1)C1=NN=C(C=2CCCCC12)NC1C[C@@H]2[C@@H](CN(C2)CC2CCOCC2)C1)F 4-(4,4-difluoropiperidin-1-yl)-N-((3aR,5s,6aS)-2-((tetrahydro-2H-pyran-4-yl)methyl)octahydrocyclopenta[c]pyrrol-5-yl)-5,6,7,8-tetrahydrophthalazin-1-amine